2,4-dihydroxy-6-pentylbenzoate OC1=C(C(=O)[O-])C(=CC(=C1)O)CCCCC